4-(3-Chloroanilino)-5'-fluoro-2'-[(2R)-3-hydroxy-2-methylpropyl]-2',3'-dihydrospiro[cyclohexane-1,1'-isoindole]-4-carboxylic acid methyl ester COC(=O)C1(CCC2(N(CC3=CC(=CC=C23)F)C[C@H](CO)C)CC1)NC1=CC(=CC=C1)Cl